C1(=CC=CC=C1)S(=O)(=O)N1N=C(C=C1)C1=CN(C=2N=C(N=CC21)Cl)[C@H]2[C@@H]([C@@H]([C@H](C2)CNCCCNCCC2=CC=CC=C2)O)O (1R,2S,3R,5R)-3-{5-[1-(benzenesulfonyl)pyrazol-3-yl]-2-chloropyrrolo[2,3-d]pyrimidin-7-yl}-5-[({3-[(2-phenylethyl)amino]propyl}amino)methyl]cyclopentane-1,2-diol